tert-butyl (5-((1-phenylcyclopropyl)ethynyl)-1,3,4-thiadiazol-2-yl)carbamate C1(=CC=CC=C1)C1(CC1)C#CC1=NN=C(S1)NC(OC(C)(C)C)=O